C(C)OC1=C(C(=C(C=C1)C1=C(C2=C(CCC1)C=C(C=C2)O)C2=CC=C(C=C2)O[C@@H]2CN(CC2)CCCF)F)F 6-(4-ethoxy-2,3-difluoro-phenyl)-5-[4-[(3S)-1-(3-fluoropropyl)pyrrolidin-3-yl]oxyphenyl]-8,9-dihydro-7H-benzo[7]annulen-2-ol